OCCCN(CCCCCCCC(=O)OCCCCCCCCC)CCCCCCCC(=O)OCCCCCCCCC dinonyl 8,8'-((3-hydroxypropyl)azanediyl)dioctanoate